2-(3-methylcyclohexyl)-2-(3-fluoro-3-isobutyl-5-methylhexyl)-1,3-dipropoxypropane CC1CC(CCC1)C(COCCC)(COCCC)CCC(CC(C)C)(CC(C)C)F